2-[cyclopropyl(methyl)amino]ethyl 4-{[6-(2,6-dichlorophenyl)-5-oxo-5,6-dihydroimidazo[1,2-a]pyrimido[5,4-e]pyrimidin-2-yl]amino}benzoate ClC1=C(C(=CC=C1)Cl)N1C=2N(C3=C(C1=O)C=NC(=N3)NC3=CC=C(C(=O)OCCN(C)C1CC1)C=C3)C=CN2